(S)-N-[2-(2-tolyl)-3-(pyridin-2-yl)propyl]-3,5-bis(trifluoromethyl)aniline C1(=C(C=CC=C1)[C@@H](CNC1=CC(=CC(=C1)C(F)(F)F)C(F)(F)F)CC1=NC=CC=C1)C